Ethyl 6-(bromomethyl)-4-(6-(trifluoromethoxy)pyridin-3-yl)benzo[d]oxazole-7-carboxylate BrCC1=C(C2=C(N=CO2)C(=C1)C=1C=NC(=CC1)OC(F)(F)F)C(=O)OCC